(4S)-4-phenyl-2-oxazoline C1(=CC=CC=C1)[C@@H]1N=COC1